ClC=1C=C2C=NC=NC2=CC1C1C(CN(CC1)C1COC1)F 6-chloro-7-[3-fluoro-1-(oxetan-3-yl)piperidin-4-yl]quinazolin